FC=1C=C2C=CC(=NC2=CC1F)C1=CC=CC=C1 6,7-difluoro-2-phenylquinoline